N1=CC(=CC=C1)C#CC=1C=C(C(=O)O[K])C=CC1 [3-[2-(3-pyridyl)ethynyl]benzoyl]oxypotassium